COC(=O)C=1C(N(C2=CC(=CC=C2C1N)Br)C1=CC=C(C=C1)[C@@H](C)O[Si](C)(C)C(C)(C)C)=O 4-amino-7-bromo-1-(4-(1-(R)-((tert-butyldimethylsilyl)oxy)ethyl)phenyl)-2-oxo-1,2-Dihydroquinoline-3-carboxylic acid methyl ester